C(C)(=O)O.ClC1=CC=C(C=C1)OP(=O)(O)O 4-chlorophenyldihydrogenphosphate-acetate